Diethyl 4-isopropyl-1-[2-(5-methylquinolin-3-yl)-2-oxoethyl]-1H-pyrazole-3,5-dicarboxylate C(C)(C)C=1C(=NN(C1C(=O)OCC)CC(=O)C=1C=NC2=CC=CC(=C2C1)C)C(=O)OCC